methyl 2-bromo-2-(2-chloro-6-(4-fluorophenyl)pyridin-4-yl)propanoate BrC(C(=O)OC)(C)C1=CC(=NC(=C1)C1=CC=C(C=C1)F)Cl